CC1=C(C=C(C=C1)OC1=CC=C(C=N1)N1C(NC2(CC2)C1=O)=O)OC 6-(6-{[4-methyl-3-(methyloxy)phenyl]oxy}-3-pyridyl)-4,6-diazaspiro[2.4]heptane-5,7-dione